COC=1C=C2[C@H](C3(CCNCC3)CC2=CC1)N[S@](=O)C(C)(C)C (R)-N-((S)-5-methoxy-1,3-dihydrospiro[indene-2,4'-piperidine]-3-yl)-2-methylpropane-2-sulfinamide